1-(6-chloropyridin-2-yl)ethylamine ClC1=CC=CC(=N1)C(C)N